C(=O)(O)[C@H](CCC(NCCOCCOCC(NCCOCCOCC(NCCNC(CBr)=O)=O)=O)=O)NC(=O)CCCCCCCCCCCCCCCCCCC(=O)O 19-{(S)-1-carboxy-3-[2-(2-{[2-(2-{[2-(2-bromoacetyl-amino)ethylcarbamoyl]methoxy}ethoxy)ethylcarbamoyl]methoxy}ethoxy)ethyl-carbamoyl]propylcarbamoyl}nonadecanoic acid